4-(4-amino-5-hydroxy-6-methoxybenzo[b]thiophen-2-yl)-2-ethyl-4-oxobutanoic acid NC1=C(C(=CC=2SC(=CC21)C(CC(C(=O)O)CC)=O)OC)O